C(C1=CC=CC=C1)N1C[C@@H]([C@H](CC1)CO)O |o1:9,10| rel-(3R,4R)-1-benzyl-4-(hydroxymethyl)piperidin-3-ol